N=1C(=CN2C1C=NC=C2)C(=O)O imidazo[1,2-a]Pyrazine-2-carboxylic acid